tert-Butyl 3-[2-(5-bromo-3-carbamoyl-2-pyridyl)ethynyl]pyrrolidine-1-carboxylate BrC=1C=C(C(=NC1)C#CC1CN(CC1)C(=O)OC(C)(C)C)C(N)=O